C(C)C1=C(C(=NN1)C(=O)O)CC diethyl-pyrazolecarboxylic acid